1,3-bis-(2,4,6-trimethylphenyl)imidazole CC1=C(C(=CC(=C1)C)C)N1CN(C=C1)C1=C(C=C(C=C1C)C)C